CN1C(=NC(=C1)C(F)(F)F)C1=CC=C(CNC=2C3=C(N=C(N2)C=2C=C(C(=O)N)C=CC2)CCC3)C=C1 3-(4-((4-(1-methyl-4-(trifluoromethyl)-1H-imidazol-2-yl)benzyl)amino)-6,7-dihydro-5H-cyclopenta[d]pyrimidin-2-yl)benzamide